(2e,2'e)-N,N'-(disulfanediylbis(ethane-2,1-diyl))bis(2-(hydroxyimino)-3-(thiophen-3-yl)propionamide) S(SCCNC(/C(/CC1=CSC=C1)=N/O)=O)CCNC(/C(/CC1=CSC=C1)=N/O)=O